C1(CC1)C=1C=C(C=2N(C1)C=C(N2)CN2C=NC1=NC(=CC=C12)[C@H]1[C@@H](C1)C1=NC=CC(=N1)C)N1C(N(C(C1)=O)C)=O 1-(6-cyclopropyl-2-((5-((1R,2R)-2-(4-methylpyrimidin-2-yl)cyclopropyl)-1H-imidazo[4,5-b]pyridin-1-yl)methyl)imidazo[1,2-a]pyridin-8-yl)-3-methylimidazolidine-2,4-dione